ethoxyl-methacrylic acid O(CC)C=C(C(=O)O)C